N1=CC=C(C=C1)C(C(C1=CC=NC=C1)O)O di(4-pyridyl)ethylene glycol